C1=CC=C2C(=C1)C(=O)C3=C(O2)C=CC=N3 azaxanthone